C(C1CO1)C(CCCCC)(O)O monoglycidyl-hexanediol